NC1=CC(=C(OC=2C=C3C4(C(NC3=CC2)=O)CCC4)C(=C1)C)C 5'-(4-amino-2,6-dimethylphenoxy)spiro[cyclobutane-1,3'-indoline]-2'-one